C(C1=CC=CC=C1)OC1=NC(=CC=C1N1CCCC2=C(C=CC=C12)N1CCC2(OCCO2)CC1)OCC1=CC=CC=C1 8-[1-(2,6-dibenzyloxy-3-pyridyl)-3,4-dihydro-2H-quinolin-5-yl]-1,4-dioxa-8-azaspiro[4.5]decane